1,6-bis(methyldimethoxysilyl)hexane cerium-yttrium aluminum [Al].[Y].[Ce].C[Si](CCCCCC[Si](OC)(OC)C)(OC)OC